3-(3-(4-(1,4-dimethyl-2-(4-(methylsulfonyl)phenyl)-1H-pyrrolo[3,2-c]pyridin-6-yl)-2-fluorophenyl)-3,8-diazabicyclo[3.2.1]octan-8-yl)propan-1-ol CN1C(=CC=2C(=NC(=CC21)C2=CC(=C(C=C2)N2CC1CCC(C2)N1CCCO)F)C)C1=CC=C(C=C1)S(=O)(=O)C